(5-thiazol-2-yl)-morpholino-methanone S1C(=NC=C1)C1N(CCOC1)C=O